1-[3-bromo-5-(2-hydroxyethylamino)phenyl]-3-[3,5-dichloro-2-(2-hydroxyethyl)phenyl]urea BrC=1C=C(C=C(C1)NCCO)NC(=O)NC1=C(C(=CC(=C1)Cl)Cl)CCO